5-hex-2-enyloxolan-2-one C(C=CCCC)C1CCC(O1)=O